FC1=CC2=C(CCCC[C@H]2NC(OC(C)(C)C)=O)C=C1O tert-butyl (R)-(3-fluoro-2-hydroxy-6,7,8,9-tetrahydro-5H-benzo[7]annulen-5-yl)carbamate